[Si](C)(C)(C(C)(C)C)OC1CCNCC1 4-[(tert-butyldimethylsilyl)oxy]-piperidine